(1R,2R)-2-(4-Bromo-2-fluorophenyl)cyclobutan-1-amine BrC1=CC(=C(C=C1)[C@@H]1[C@@H](CC1)N)F